C(C)(C)C1=C(C=CC=C1)C1=NC2=CC=CC=C2C=C1 (isopropylphenyl)quinoline